[Cl-].CNC(=O)C1=CC(=NC=N1)N1N=CN=C1[C@H](C)[NH3+] [(1S)-1-[2-[6-(methyl-carbamoyl)pyrimidin-4-yl]-1,2,4-triazol-3-yl]ethyl]ammonium chloride